2-(isoxazol-3-ylmethyl)-1-oxo-1,2,3,4-tetrahydroisoquinoline-6-carboxamide O1N=C(C=C1)CN1C(C2=CC=C(C=C2CC1)C(=O)N)=O